N-(4-(4-amino-3-(4-((5-chloro-6-methylpyridin-2-yl)oxy)phenyl)-7-cyano-1-methyl-1H-pyrrolo[3,2-c]pyridin-2-yl)phenyl)acrylamide NC1=NC=C(C2=C1C(=C(N2C)C2=CC=C(C=C2)NC(C=C)=O)C2=CC=C(C=C2)OC2=NC(=C(C=C2)Cl)C)C#N